N1(CCC1)C1=C(C=C2C(=N1)N=C(S2)N2CCOCC2)N 5-(azetidin-1-yl)-2-morpholinothiazolo[4,5-b]pyridin-6-amine